[Cu].[Ni].[Zn].[Ni] nickel-zinc-nickel-copper